S1C(=NC2=C1C=CC=C2)NC(=O)C=2C=CC=C1CCN(CC21)C2=CC=C(C(=N2)C(=O)[O-])B2OC(C(O2)(C)C)(C)C 6-[8-(1,3-benzothiazol-2-ylcarbamoyl)-3,4-dihydro-1H-isoquinolin-2-yl]-3-(4,4,5,5-tetramethyl-1,3,2-dioxaborolan-2-yl)pyridine-2-carboxylate